NC=1C(NC2=CC(=C(N=C2C1C1=C2C=NNC2=C(C=C1)F)OCC(C)(C)O)C)=O 3-Amino-4-(7-fluoro-1H-indazol-4-yl)-6-(2-hydroxy-2-methyl-propoxy)-7-methyl-1H-1,5-naphthyridin-2-one